FC(C1=CC=C(C=C1)C1=C(C=CC=C1)F)(F)F [4-(trifluoromethyl)phenyl]fluoro-benzene